OCCN(C(CCCCCCCCCCCCCCC)=O)CCO N,N-bis(2-hydroxyethyl)palmitoamide